(S)-7-isopropyl-4,8-dimethyl-2-((1-(pyrimidine-2-carbonyl)azetidin-3-yl)amino)-7,8-dihydropteridin-6(5H)-one C(C)(C)[C@H]1C(NC=2C(=NC(=NC2N1C)NC1CN(C1)C(=O)C1=NC=CC=N1)C)=O